COC1=CC=C(CN(S(=O)(=O)[C@@H](C(=O)OC)C[C@H]2OCCC2)CC2=CC=C(C=C2)OC)C=C1 (R)-METHYL 2-(N,N-BIS(4-METHOXYBENZYL)SULFAMOYL)-3-((S)-TETRAHYDROFURAN-2-YL)PROPANOATE